(3S)-3-amino-5-(dimethylamino)pentanoic acid tert-butyl ester C(C)(C)(C)OC(C[C@H](CCN(C)C)N)=O